C(CCC)OC(=O)N1CCC(CC1)/C(=N/O)/Cl.C1(CC1)C1=C(OCC(C(=O)N[C@H]2CN(CC2)C)(C)C)C=CC=C1 (R)-3-(2-cyclopropylphenoxy)-2,2-dimethyl-N-(1-methylpyrrolidin-3-yl)propanamide butyl-(Z)-4-(chloro(hydroxyimino)methyl)piperidine-1-carboxylate